C(C)(C)(C)OC(=O)N1C[C@H]2C([C@H]2C1)C1=NOC2(CCC2)C1 (1R,5S,6r)-6-(5-oxa-6-azaspiro[3.4]oct-6-en-7-yl)-3-azabicyclo[3.1.0]hexane-3-carboxylic acid tert-butyl ester